3-(5-(1-Methyl-5-phenyl-2-(trifluoromethyl)-1H-imidazol-4-yl)-1-oxoisoindolin-2-yl)piperidine-2,6-dione CN1C(=NC(=C1C1=CC=CC=C1)C=1C=C2CN(C(C2=CC1)=O)C1C(NC(CC1)=O)=O)C(F)(F)F